O[C@@H]1C=2C=CC(=CC2CC[C@@H]1[C@H]1N2C(C3=CC=CC=C13)=CN=C2)C(=O)N (5S,6R)-5-Hydroxy-6-((R)-5H-imidazo[5,1-a]isoindol-5-yl)-5,6,7,8-tetrahydronaphthalen-2-carboxamid